(2-((1r,4r)-4-(benzyloxy)cyclohexyl)propan-2-yl)carbamic acid tert-butyl ester C(C)(C)(C)OC(NC(C)(C)C1CCC(CC1)OCC1=CC=CC=C1)=O